ClCC1=C(C=C(C=C1)C1=CNC2=CC=CC=C12)OC 3-(4-(chloromethyl)-3-methoxyphenyl)-1H-indole